C1(=CC=C(C=C1)CC#N)C1=CC=CC=C1 2-([1,1'-biphenyl]-4-yl)acetonitrile